O=C1C2=C(N=C(N1)C1C(CC1)C1=NC=CC=N1)N(N=C2C#N)CC=2C=NC(=CC2)C(F)(F)F 4-oxo-6-(2-(pyrimidin-2-yl)cyclobutyl)-1-((6-(trifluoromethyl)pyridin-3-yl)methyl)-4,5-dihydro-1H-pyrazolo[3,4-d]pyrimidine-3-carbonitrile